COCCN1C=NC=2C1=NC(=CC2N2CCOCC2)N2N=C(C=C2)C=2C=C(C=CC2)C 4-[3-(2-methoxyethyl)-5-[3-(m-tolyl)pyrazol-1-yl]imidazo[4,5-b]pyridin-7-yl]morpholine